ClC=1C=2C(=CNC2C2=C(C1)CN(S(N2)(=O)=O)CC=2OC(=NN2)C)Cl 6,7-dichloro-3-((5-methyl-1,3,4-oxadiazol-2-yl)methyl)-1,3,4,9-tetrahydro-[1,2,6]thiadiazino[4,3-g]indole 2,2-dioxide